OC(C(=O)SCCNC(CCNC([C@@H](C(COP(OP(OC[C@@H]1[C@H]([C@H]([C@@H](O1)N1C=NC=2C(N)=NC=NC12)O)OP(=O)(O)O)(=O)O)(=O)O)(C)C)O)=O)=O)C(CC(=O)O)C hydroxy-beta-methylglutaryl-coenzyme a